aminomethylpropane-1,3-diol NCC(CCO)O